ClC1=C2C[C@@H]([C@H](C2=CC(=C1)Cl)OC1=CC=CC=C1)N1C[C@@H](CCC1)N(C(C)C)C 4-[[(1S,2S)-4,6-Dichloro-2-[(3R)-3-[methyl(propan-2-yl)amino]piperidin-1-yl]-2,3-dihydro-1H-inden-1-yl]oxy]benzene